3-(5-(6-(2,7-diazaspiro[3.5]non-7-yl)pyridin-3-yl)-3-methyl-2-oxo-2,3-dihydro-1H-benzo[d]imidazol-1-yl)piperidine-2,6-dione C1NCC12CCN(CC2)C2=CC=C(C=N2)C2=CC1=C(N(C(N1C)=O)C1C(NC(CC1)=O)=O)C=C2